C(C)OC=CC1=C(C=C(C2=C1N(C=N2)C)C2=CC=C(C=C2)OC(F)(F)F)CO (7-ethoxyvinyl-1-methyl-4-(4-(trifluoromethoxy)phenyl)-1H-benzo[d]imidazol-6-yl)methanol